2-((S)-1-acryloyl-4-(2-(((S)-1-methylpyrrolidin-2-yl)methoxy)-6-(naphthalen-2-yl)-6,7-dihydro-5H-pyrrolo[3,4-d]pyrimidin-4-yl)piperazin-2-yl)acetonitrile C(C=C)(=O)N1[C@H](CN(CC1)C=1C2=C(N=C(N1)OC[C@H]1N(CCC1)C)CN(C2)C2=CC1=CC=CC=C1C=C2)CC#N